CN1CCN(CC1)CCCNC=1C=2N(C3=C(N1)C=CN=C3)C=CC2C(=O)O 6-((3-(4-methylpiperazin-1-yl)propyl)amino)pyrido[4,3-e]pyrrolo[1,2-a]pyrazine-7-carboxylic acid